ClC=1C=CC(=C(C1)C1=CC(=C(N=N1)SCCO)NC1=CC=NC=C1)F 4-{[6-(5-chloro-2-fluorophenyl)-3-[(2-hydroxy-ethyl)sulfanyl]pyridazin-4-yl]-amino}pyridin